C1(=CC=CC=C1)OCCO Ethylene glycol monophenyl ether